N1(N=CC=C1)CC1=CC2=C(C(=NO2)NS(=O)(=O)C=2C(=NC(=CC2OC)CC)OC)C(=C1)OCF N-(6-((1H-pyrazol-1-yl)methyl)-4-(fluoromethoxy)benzo[d]isoxazol-3-yl)-6-ethyl-2,4-dimethoxypyridine-3-sulfonamide